CC(C)C1=CC=C(C=C1)\C=N\NC([NH3+])=N (2E)-2-{[4-(propan-2-yl)phenyl]methylidene}hydrazine-1-carboximidamidium